(4-nitrophenyl) chloroformate ClC(=O)OC1=CC=C(C=C1)[N+](=O)[O-]